NC1=NC(=C(C=N1)C#N)NC(C)C1=C(OC2=C(C=CC=C2C1=O)Cl)C1=CC=CC=C1 amino-5-cyano-6-(1-(8-chloro-4-oxo-2-phenyl-4H-chromen-3-yl)ethylamino)pyrimidine